2,5-Dimethoxyphenylsulfonium COC1=C(C=C(C=C1)OC)[SH2+]